1,1'-Binaphthalene-2,2'-diol C=1(C(=CC=C2C=CC=CC12)O)C=1C(=CC=C2C=CC=CC12)O